3-(5-(1H-pyrrol-2-yl)pyridin-3-yl)-4-methoxyphenyl octylcarbamate C(CCCCCCC)NC(OC1=CC(=C(C=C1)OC)C=1C=NC=C(C1)C=1NC=CC1)=O